5-(bromomethyl)-2-(trifluoromethyl)pyridine-4-carboxylic acid ethyl ester C(C)OC(=O)C1=CC(=NC=C1CBr)C(F)(F)F